4-((1S,5R)-1-(5-((1-methylpiperidin-4-yl)oxy)-1,3,4-oxadiazol-2-yl)-5-(trifluoromethyl)-3-azabicyclo[3.1.0]hexan-3-yl)pyrazolo[1,5-a]pyridine-7-carbonitrile CN1CCC(CC1)OC1=NN=C(O1)[C@@]12CN(C[C@]2(C1)C(F)(F)F)C=1C=2N(C(=CC1)C#N)N=CC2